methyl-vinylchloroimidazoline CC1N=C(N(C1)Cl)C=C